C1(=C2N(C=N1)CCC2)C(C(=O)OCC)N2N=C1C(=C(C=C(C1=C2)C(F)(F)F)C2=CC=C(C=C2)C2CCN(CC2)CC)C Ethyl 2-(6,7-dihydro-5H-pyrrolo[1,2-c]imidazol-1-yl)-2-(6-(4-(1-ethylpiperidin-4-yl)phenyl)-7-methyl-4-(trifluoromethyl)-2H-indazol-2-yl)acetate